3-benzyloxyaminobenzene C(C1=CC=CC=C1)ONC=1C=CC=CC1